CNC(=O)C1=CC=C(C=N1)NC1CN(C1)C(=O)OC(C)(C)C tert-butyl 3-((6-(methylcarbamoyl)pyridin-3-yl)amino)azetidine-1-carboxylate